4-chloro-7-nitro-benzofuran ClC1=CC=C(C2=C1C=CO2)[N+](=O)[O-]